O1C(=CC=C1)CC1=CC=C(C=C1)O 4-(2-furylmethyl)phenol